COC(C(C(=O)OC)(F)C1=NC(=NC(=C1C1OCCO1)N[C@H](C)C1=C(C(=CC=C1)C(F)F)F)C)=O (R)-2-(6-((1-(3-(difluoromethyl)-2-fluorophenyl)ethyl)amino)-5-(1,3-dioxolan-2-yl)-2-methylpyrimidin-4-yl)-2-fluoromalonic acid dimethyl ester